(R)-N-(1-(3-(1-(difluoromethyl)-1H-pyrazol-4-yl)-5-(1-(methoxymethyl)-1H-pyrazol-4-yl)phenyl)ethyl)-5-(2-(dimethylamino)ethoxy)-2-methylbenzamide FC(N1N=CC(=C1)C=1C=C(C=C(C1)C=1C=NN(C1)COC)[C@@H](C)NC(C1=C(C=CC(=C1)OCCN(C)C)C)=O)F